N-cyclopropyl-2-({3-[(E)-2-{5-[(pyrrolidin-1-yl)methyl]pyridin-2-yl}vinyl]-1H-indazol-6-yl}thio)benzamide C1(CC1)NC(C1=C(C=CC=C1)SC1=CC=C2C(=NNC2=C1)\C=C\C1=NC=C(C=C1)CN1CCCC1)=O